OC1(C(C(=O)C2=CC=CC=C2)(C=CC=C1)C1=C(C=CC=C1)OCCO)C 2-hydroxy-2-methyl-1-[(2-hydroxyethoxy)phenyl]benzophenone